N1C=CCC1C(=O)O.COC=1C=C(C=CC1OC)C=1NC2=CC=C(C=C2C1CC(F)(F)F)C1CCN(CC1)CC(=O)NCCC1N(CCC1)C 2-(4-(2-(3,4-dimethoxyphenyl)-3-(2,2,2-trifluoroethyl)-1H-indol-5-yl)piperidin-1-yl)-N-(2-(1-methylpyrrolidin-2-yl)ethyl)acetamide pyrroline-5-carboxylate